FC=1C=C(C=NC1)S(=O)(=O)C1=CC=C(C=C1)NC(NCC=1C=NC=CC1)=O 3-[4-(5-fluoropyridine-3-sulfonyl)phenyl]-1-(pyridin-3-ylmethyl)urea